N1=C(C=CC=C1)N1CCNCCC1 1-(2-pyridinyl)-homopiperazine